2-chloro-N-[3-(3-chloro-4-cyano-phenoxy)-2,2,4,4-tetrameth-yl-cyclobutyl]pyrimidine-5-carboxamide ClC1=NC=C(C=N1)C(=O)NC1C(C(C1(C)C)OC1=CC(=C(C=C1)C#N)Cl)(C)C